Benzyl N-[1-[[(3-amino-3-oxo-propyl)-(2-chlorobutanoyl)amino]carbamoyl]-3-methyl-butyl]carbamate NC(CCN(C(C(CC)Cl)=O)NC(=O)C(CC(C)C)NC(OCC1=CC=CC=C1)=O)=O